CN(C)CC=1C=2C=C3C(=NC2C=CC1OC1CCN(CC1)C(=O)OC(C)(C)C)C1=CC2=C(C(N1C3)=O)COC([C@]2(O)CC)=O (S)-tert-Butyl 4-((10-((dimethylamino)methyl)-4-ethyl-4-hydroxy-3,14-dioxo-3,4,12,14-tetrahydro-1H-pyrano[3',4':6,7]indolizino[1,2-b]quinolin-9-yl)oxy)piperidine-1-carboxylate